[Si](C)(C)(C(C)(C)C)OCCCN(C(=O)NNC(NC1=CC=C(C=C1)[N+](=O)[O-])=S)C1=CC2=C(N=C(S2)C#N)C=C1 N-(3-((tert-butyldimethylsilyl)oxy)propyl)-N-(2-cyanobenzo[d]thiazol-6-yl)-2-((4-nitrophenyl)carbamothioyl)hydrazine-1-carboxamide